ammonium 6-methyl-cyclohex-2-ene-1-octanoic acid ammonium [NH4+].CC1CCC=CC1CCCCCCCC(=O)O.[NH4+]